CN1[C@@H](C[C@@H](C1)CO)C(=O)O N-methyl-cis-4-hydroxymethyl-L-proline